C(CCC)OCC(=O)O 2-BUTOXYACETIC ACID